5-cyano-3-fluoro-6-methylpicolinic acid C(#N)C=1C=C(C(=NC1C)C(=O)O)F